N-{8-fluoro-2-methylimidazo[1,2-a]pyridin-6-yl}-8-{4-[(methylamino)methyl]piperidin-1-yl}quinoxaline-5-carboxamide trifluoroacetate FC(C(=O)O)(F)F.FC=1C=2N(C=C(C1)NC(=O)C=1C=3N=CC=NC3C(=CC1)N1CCC(CC1)CNC)C=C(N2)C